2-fluoro-3,4,5-trihydroxybenzoic acid FC1=C(C(=O)O)C=C(C(=C1O)O)O